ClC1=CC=C(C=C1)C1=NNC=C1 3-(4-CHLOROPHENYL)-1H-PYRAZOL